N(=[N+]=[N-])CC[C@@H](C(=O)OC)NC(CCCCCCCCCCCCCCCCC(=O)OC(C)(C)C)=O (S)-tert-butyl 18-((4-azido-1-methoxy-1-oxobutan-2-yl) amino)-18-oxooctadecanoate